4-(((3-chloro-1,4-diphenoxy-1,4-dihydronaphthalen-2-yl)amino)methyl)-N-(pyridin-3-yl)benzamide ClC1=C(C(C2=CC=CC=C2C1OC1=CC=CC=C1)OC1=CC=CC=C1)NCC1=CC=C(C(=O)NC=2C=NC=CC2)C=C1